2,3-dibromo-7-chloroxanthene BrC1=CC=2CC3=CC(=CC=C3OC2C=C1Br)Cl